3-(4-Chloro-2-fluorophenyl)-2-hydroxy-2-methylpropanoic acid ClC1=CC(=C(C=C1)CC(C(=O)O)(C)O)F